(2-(2-(2-aminoethoxy)ethoxy)(ethyl)amino)-2-(2,6-dioxopiperidin-3-yl)isoindole-1,3-dione NCCOCCOCCNC1=C2C(N(C(C2=CC=C1)=O)C1C(NC(CC1)=O)=O)=O